4-((2R,4s,6S)-2-cyano-7-((5-methoxy-7-methyl-1H-indol-4-yl)methyl)-7-azaspiro[3.5]nonan-6-yl)benzamide C(#N)C1CC2(C1)C[C@H](N(CC2)CC2=C1C=CNC1=C(C=C2OC)C)C2=CC=C(C(=O)N)C=C2